C(C1=CC=CC=C1)OC(N[C@@H]1C(NC[C@H]1C1=CC=C(C=C1)OC)=O)=O |o1:10,14| (-)-[(3S*,4R*)-4-(4-Methoxyphenyl)-2-oxopyrrolidin-3-yl]carbamic Acid Benzyl Ester